C1(=CC=CC=C1)C1=NC(=NC(=C1)C1=CC=CC=C1)C=1C(=C(C(=C(C1N1C2=C(C3=CC=CC=C13)C=CN=C2)N2C1=C(C3=CC=CC=C23)C=CN=C1)C1=NC(=CC(=N1)C1=CC=CC=C1)C1=CC=CC=C1)N1C2=C(C3=CC=CC=C13)C=CN=C2)N2C1=C(C3=CC=CC=C23)C=CN=C1 9,9',9'',9'''-(3,6-bis(4,6-diphenylpyrimidin-2-yl)benzene-1,2,4,5-tetrayl)tetrakis(9H-pyrido[3,4-b]indole)